((4-chlorobenzyl)carbamoyl)-L-valyl-D-glutamic acid ClC1=CC=C(CNC(=O)N[C@@H](C(C)C)C(=O)N[C@H](CCC(=O)O)C(=O)O)C=C1